C(CC)SC=1C(NC=CC1C(F)(F)F)=O 3-(propylthio)-4-(trifluoromethyl)pyridin-2(1H)-one